3-(4-(4-azidopiperidin-1-yl)-2,6-difluorophenyl)-1-((2-(trimethylsilyl)ethoxy)methyl)piperidine-2,6-dione N(=[N+]=[N-])C1CCN(CC1)C1=CC(=C(C(=C1)F)C1C(N(C(CC1)=O)COCC[Si](C)(C)C)=O)F